2-(2,6-dioxopiperidin-3-yl)isoindoline-1,3-dione diformate C(=O)O.C(=O)O.O=C1NC(CCC1N1C(C2=CC=CC=C2C1=O)=O)=O